2-bromo-6-chloro-thieno[3,2-b]pyridine BrC1=CC2=NC=C(C=C2S1)Cl